P(=O)(O)(O)O[C@H]1[C@]([C@@H](O[C@@H]1[C@@H](O)C)N1C(=O)NC(=O)C=C1)(O)F 2'-fluoro-5'-(S)-methyl-uridine-3'-phosphate